C(C1=CC=CC=C1)OCCCCCCCCO 8-benzoxyoctanol